gamma-(3,2-epoxypropoxy)propyltrimethoxysilane methyl-2β,3β-epoxy-7-oxo-5β-cholanoate COC(CC[C@@H](C)[C@H]1CC[C@H]2[C@@H]3C(C[C@@H]4C[C@@H]5[C@H](C[C@]4(C)[C@H]3CC[C@]12C)O5)=O)=O.C(C5CO5)OCCC[Si](OC)(OC)OC